ClC1=CC2=C(N(CCCC2NCCCCN2CCN(CC2)C)C(=O)C2=C(C=C(C=C2)NC(C2=C(C=CC=C2)C)=O)C)C=C1 N-(4-(7-chloro-5-((4-(4-methylpiperazin-1-yl)butyl)amino)-2,3,4,5-tetrahydro-1H-benzo[b]azepine-1-carbonyl)-3-methylphenyl)-2-methylbenzamide